COC=1C=C([C@H]2OC3=CC(=CC=C3C([C@@H]2OCC(=O)[O-])=O)O)C=CC1O 5-deoxy-3'-O-methyltaxifolin-3-O-acetate